COC1=CC=C(C=C1)C1(CCCCCCCCCC1)O 1-(4-methoxyphenyl)cycloundecan-1-ol